C1(CC1)NC(C(=O)C1=CC=C(C=C1)OC1=NC=NC2=CC(=C(C=C12)OC)OC)=O cyclopropyl-2-(4-((6,7-dimethoxyquinazolin-4-yl)oxy)phenyl)-2-oxoacetamide